(S)-4-((6-Fluoropyridin-2-yl)methyl)-N-(7-(3-hydroxy-3-methylbut-1-yn-1-yl)-5-methyl-4-oxo-2,3,4,5-tetrahydrobenzo[b][1,4]oxazepin-3-yl)-1H-pyrazol-1-carboxamid FC1=CC=CC(=N1)CC=1C=NN(C1)C(=O)N[C@@H]1C(N(C2=C(OC1)C=CC(=C2)C#CC(C)(C)O)C)=O